(4-methoxyphenyl)-1-(pyrrolidin-1-yl)prop-2-en-1-one COC1=CC=C(C=C1)C(C(=O)N1CCCC1)=C